ClC1=C(C(=O)N2CCC(CC2)C(=O)NCCC(=O)O)C=CC(=C1)NC(=O)C=1N(C(=CN1)C1=C(C(=C(C=C1)OC)F)F)C 3-[[1-[2-chloro-4-[[5-(2,3-difluoro-4-methoxy-phenyl)-1-methyl-imidazole-2-carbonyl]amino]benzoyl]piperidine-4-carbonyl]amino]propanoic acid